tert-butyl (2R,3S,4S)-3-(acetyloxy)-4-hydroxy-2-[(4-hydroxyphenyl) methyl]pyrrolidine-1-carboxylate C(C)(=O)O[C@H]1[C@H](N(C[C@@H]1O)C(=O)OC(C)(C)C)CC1=CC=C(C=C1)O